methyl 2-[3-methyl-5-(1-piperidylmethyl)indol-1-yl]propanoate CC1=CN(C2=CC=C(C=C12)CN1CCCCC1)C(C(=O)OC)C